5-(4-(4-(3-chlorophenyl)piperazin-1-yl)butoxy)-1,1a,3,7b-tetrahydro-2H-cyclopropa[c]quinolin-2-one ClC=1C=C(C=CC1)N1CCN(CC1)CCCCOC=1C=CC=2C3C(C(NC2C1)=O)C3